OC(CNC)C=1C=C(C(=CC1)O)O 4-(1-hydroxy-2-(methylamino)ethyl)benzene-1,2-diol